6-(4-Chloro-3-fluorophenyl)-3-(4-fluoro-3-(pyridin-4-yl)-1H-pyrazol-5-yl)-1,3-oxazinan-2-one ClC1=C(C=C(C=C1)C1CCN(C(O1)=O)C1=C(C(=NN1)C1=CC=NC=C1)F)F